2,4-Bis[2-hydroxy-4-butoxyphenyl]-6-(2,4-bisbutoxyphenyl)-1,3,5-triazine OC1=C(C=CC(=C1)OCCCC)C1=NC(=NC(=N1)C1=C(C=C(C=C1)OCCCC)O)C1=C(C=C(C=C1)OCCCC)OCCCC